5-fluoro-2-(8-(2-fluorobenzyl)imidazo[1,2-a]pyrazin-6-yl)pyrimidin-4-ol FC=1C(=NC(=NC1)C=1N=C(C=2N(C1)C=CN2)CC2=C(C=CC=C2)F)O